ClC1=CC=C(CNC(C2=CC=C(C=C2)C2=NC=CC3=C2C=CO3)=O)C=C1 N-(4-chlorobenzyl)-4-(furo[3,2-c]pyridin-4-yl)benzamide